C(C)[C@H]1N(C[C@@H](N(C1)C=1N(N=C2C1N(C(C=C2)=O)C)C2OCCCC2)COC)C(C)C=2C=C1N=CC=NC1=CC2 ((2R,5R)-5-ethyl-2-(methoxymethyl)-4-(1-(quinoxalin-6-yl)ethyl)piperazin-1-yl)-4-methyl-2-(tetrahydro-2H-pyran-2-yl)-2,4-dihydro-5H-pyrazolo[4,3-b]pyridin-5-one